(2S)-2-amino-2-(m-tolyl)ethanol N[C@H](CO)C=1C=C(C=CC1)C